BrC1=C(C=C(CNC(=O)[C@H]2CN(CCC2)C=2C=3C(N=CN2)=NN(C3)C3=CC(=C(C=C3)C)F)C=C1)C (R)-N-(4-bromo-3-methylbenzyl)-1-(2-(3-fluoro-4-methylphenyl)-2H-pyrazolo[3,4-d]pyrimidin-4-yl)piperidine-3-carboxamide